5-bromo-8-(4-fluorophenyl)-2-methylimidazo[1,2-a]pyrazin-6-amine BrC1=C(N=C(C=2N1C=C(N2)C)C2=CC=C(C=C2)F)N